6-{5-[5-({[(7-cyclopentylpyrazolo[1,5-a]pyrimidin-6-yl)amino]carbonyl}amino)-3-methylpyridin-2-yl]-1,3,4-oxadiazol-2-yl}hexanoic acid C1(CCCC1)C1=C(C=NC=2N1N=CC2)NC(=O)NC=2C=C(C(=NC2)C2=NN=C(O2)CCCCCC(=O)O)C